4-Methylcyclohexylsulfamate CC1CCC(CC1)NS([O-])(=O)=O